C(C)(C)(C)C=1SC2=C(NC(C(N(C2=O)CC2=CC(=C(C(=O)NC3=NC=CC(=C3)OC)C=C2)Cl)CC2=NC=CC=C2)=O)N1 4-((2-(tert-butyl)-5,8-dioxo-6-(pyridin-2-ylmethyl)-4,5,6,8-tetrahydro-7H-thiazolo[4,5-e][1,4]diazepin-7-yl)methyl)-2-chloro-N-(4-methoxypyridin-2-yl)benzamide